(3-(2-((3-Fluoro-1-(hydroxymethyl)cyclobutyl)amino)-5-(trifluoromethyl)pyrimidin-4-yl)-1H-indole-7-yl)Dimethylphosphine oxide FC1CC(C1)(CO)NC1=NC=C(C(=N1)C1=CNC2=C(C=CC=C12)P(C)(C)=O)C(F)(F)F